[K+].B(F)(F)F.C(=C)B([O-])[O-].[K+] vinylboronic acid trifluoroborate potassium salt